CC1=CC=CC=CC=CC=CC=CC=CC=CC=C2C=CC=C(C=CN3C(=C(OC(C(=C1C)C)(C)C)C)C=CC=C3)O2 hexamethyl-23,27-epoxy-3H-pyrido[2,1-c][1,4]-oxaazacyclohentriacontine